N-(2'-(4,4-difluorocyclohexyl)-[2,4'-bipyridin]-3'-yl)-2-(2-methylazetidin-1-yl)pyrimidine-5-carboxamide FC1(CCC(CC1)C1=NC=CC(=C1NC(=O)C=1C=NC(=NC1)N1C(CC1)C)C1=NC=CC=C1)F